COC(=O)C1=CC=C(C=C1)C1CC2(COC2)CCN1C(=O)OC(C)(C)C tert-butyl 6-(4-(methoxycarbonyl) phenyl)-2-oxa-7-azaspiro[3.5]nonane-7-carboxylate